ClC=1C=CC(=C(C1)C1N(CCCC1)C(=O)OC(C)(C)C)CN1C(NC(C2=C1C=CN2)=O)=S tert-Butyl 2-(5-chloro-2-((4-oxo-2-thioxo-2,3,4,5-tetrahydro-1H-pyrrolo[3,2-d]pyrimidin-1-yl)methyl)phenyl)piperidine-1-carboxylate